N-(1,3-benzodioxol-4-ylmethyl)-1-[2-(4-methoxy-1-piperidyl)-4-pyridyl]methanamine O1COC2=C1C=CC=C2CNCC2=CC(=NC=C2)N2CCC(CC2)OC